8-{[2-(dimethylamino)ethyl]amino}-1-(2-methylpropyl)-1,2,3,4-tetrahydro-6H-pyrimido[2,1-b]quinazolin-6-one CN(CCNC=1C=C2C(N3C(=NC2=CC1)N(CCC3)CC(C)C)=O)C